C(C)(=O)OCCOC(C)=O.C(C)(=O)ON.C(C)(=O)ON.C(C)(=O)ON ethylene triamino pentaacetate